3-((5-(5-(difluoromethyl)-1,3,4-oxadiazole-2-yl)pyridine-2-yl)methyl)-5-fluoro-6-(4-methylpiperazine-1-yl)benzo[d]oxazole-2(3H)-one FC(C1=NN=C(O1)C=1C=CC(=NC1)CN1C(OC2=C1C=C(C(=C2)N2CCN(CC2)C)F)=O)F